xylitol pentapalmitate C(CCCCCCCCCCCCCCC)(=O)O[C@@H](COC(CCCCCCCCCCCCCCC)=O)[C@@H](OC(CCCCCCCCCCCCCCC)=O)[C@H](OC(CCCCCCCCCCCCCCC)=O)COC(CCCCCCCCCCCCCCC)=O